Vanadium dioxide [O-2].[O-2].[V+4]